3-((5-(Aminomethyl)-1-(4,4,4-trifluorobutyl)-1H-indol-2-yl)methyl)-5-fluoro-1-methyl-1,3-dihydro-2H-benzo[d]imidazol-2-one NCC=1C=C2C=C(N(C2=CC1)CCCC(F)(F)F)CN1C(N(C2=C1C=C(C=C2)F)C)=O